C(C)(C)(C)OC(=O)N1CCC2=C(CC1)C=CC(=N2)NC2=C1C(N(CC1=C(C=C2)C=2C=NN1C2C=CC(=C1)C)C(=O)OC(C)(C)C)=O 2-((2-(Tert-Butoxycarbonyl)-7-(6-methylpyrazolo[1,5-a]pyridin-3-yl)-3-oxoisoindolin-4-yl)amino)-5,6,8,9-tetrahydro-7H-pyrido[2,3-d]azepine-7-carboxylic acid tert-butyl ester